O=C1NC=CC=2C(=CN=CC12)N1N=CC(=C1C(F)(F)F)C(=O)O 1-(8-oxo-7,8-dihydro-2,7-naphthyridin-4-yl)-5-(trifluoromethyl)-1H-pyrazole-4-carboxylic acid